7-Cyano-3H-spiro[furo[2,3-c]pyridine-2,4'-piperidine]-1'-carboxylic acid tert-butyl ester C(C)(C)(C)OC(=O)N1CCC2(CC1)CC=1C(=C(N=CC1)C#N)O2